C(C=C)(=O)OCCCCCCC(C)C (isononyl) acrylate